behenyl α-cyanoacrylate C(#N)C(C(=O)OCCCCCCCCCCCCCCCCCCCCCC)=C